FC1=C(C(=CC=C1)C(F)(F)F)COC1=CC2=C([C@@]3(CCN([C@@H]3CC2)CC2(CCN(CC2)C(C)=O)C)S(=O)(=O)C2=CC=C(C=C2)F)C=C1 1-(4-{[(3aR,9bR)-7-{[2-fluoro-6-(trifluoromethyl)phenyl]methoxy}-9b-(4-fluorobenzenesulfonyl)-1H,2H-3H,3aH,4H,5H,9bH-benzo[e]indol-3-yl]methyl}-4-methylpiperidin-1-yl)ethan-1-one